FC1=C(N=CC2=C1N=C(N=C2N2CC1(CC1)CCC2)OCC21CCCN1CCC2)C2=CC=CC1=CC=CC(=C21)F 8-fluoro-7-(8-fluoronaphthalen-1-yl)-4-(5-azaspiro[2.5]octan-5-yl)-2-((tetrahydro-1H-pyrrolizin-7a(5H)-yl)methoxy)pyrido[4,3-d]pyrimidine